(S)-N-(2-Methoxy-5-(4-(trifluoromethyl)phenoxy)phenyl)-1-(methylsulfonyl)-pyrrolidine-2-carboxamide COC1=C(C=C(C=C1)OC1=CC=C(C=C1)C(F)(F)F)NC(=O)[C@H]1N(CCC1)S(=O)(=O)C